lauroyl glutamate N[C@@H](CCC(=O)[O-])C(=O)OC(CCCCCCCCCCC)=O